F[C@@H]1[C@@H](C1)C(=O)NC1=NC=NC(=C1)N1C(=NC=C1)NC=1C=NC(=CC1C)C(CC)O (1S,2S)-2-fluoro-N-(6-(2-((6-(1-hydroxypropyl)-4-methylpyridin-3-yl)amino)-1H-imidazol-1-yl)pyrimidin-4-yl)cyclopropane-1-carboxamide